N-(2-(cyclopropylmethyl)-3-oxoisoindolin-4-yl)-2,3-dihydro-1H-cyclopenta[b]quinoline-9-carboxamide C1(CC1)CN1CC2=CC=CC(=C2C1=O)NC(=O)C1=C2C(=NC=3C=CC=CC13)CCC2